CC(C(C(=O)O)N)(C)C dimethyl-aminobutyric acid